perfluoro-n-octylmethacrylate FC(=C(C(=O)[O-])C(F)(F)F)C(C(C(C(C(C(C(C(F)(F)F)(F)F)(F)F)(F)F)(F)F)(F)F)(F)F)(F)F